CC1=C(C=CC(=C1)C)C=1C=NC=2CCN(CC2C1)C=1C(=C(C=2N(N1)C(C=C(N2)C)=O)C)C 7-(3-(2,4-dimethylphenyl)-7,8-dihydro-1,6-naphthyridin-6(5H)-yl)-2,8,9-trimethyl-4H-pyrimido[1,2-b]pyridazin-4-one